5-[(1R)-1-(3,5-dichloro-4-pyridyl)ethoxy]-3-[6-(4-methylsulfonyl-4,7-diazaspiro[2.5]octan-7-yl)-3-pyridyl]-1H-indazole ClC=1C=NC=C(C1[C@@H](C)OC=1C=C2C(=NNC2=CC1)C=1C=NC(=CC1)N1CCN(C2(CC2)C1)S(=O)(=O)C)Cl